C(C)C=1C=NC(=NC1)N1CCC(CC1)CCCOC1=CC(=C(C=C1)CC(=O)NCCC[N+](C)(C)C)F 3-[[2-[4-[3-[1-(5-ethylpyrimidin-2-yl)-4-piperidinyl]propoxy]-2-fluoro-phenyl]acetyl]amino]propyl-trimethylammonium